CC1=C(C=CC=2C=CSC21)C(=O)NC2=NN=NN2C 7-methyl-N-(1-methyl-1H-tetrazol-5-yl)-1-benzothiophene-6-carboxamide